BrCCCNC1=C(C=CC=C1)N N-(3-bromopropyl)phenylenediamine